OCC(CO)(CO)NC(CS(=O)(=O)O)C 2-{[1,3-Dihydroxy-2-(hydroxymethyl)-2-propyl]amino}-1-propanesulfonic acid